COC1(CCC=C(C1)C=O)C 5-methoxy-5-methylcyclohex-1-enecarbaldehyde